C1(CCCC1)CC(=O)N(C)C1=C(C(=C(C=C1)Cl)COC1=C2C=CN=CC2=CC=C1)Cl 2-cyclopentyl-N-{2,4-dichloro-3-[(isoquinolin-5-yloxy)methyl]phenyl}-N-methylacetamide